FC=1C=C(CN(S(=O)(=O)CC)C)C=C(C1)NC(=O)NC=1C=NC(=CC1)C Ethanesulfonic acid {3-fluoro-5-[3-(6-methyl-pyridin-3-yl)-ureido]-benzyl}-methyl-amide